NC=1C=C(C=C2C=C(N=CC12)NC(=O)[C@H]1[C@@H](C1)C#N)C1=C(C=NS1)C |r| (+-)-trans-N-[8-amino-6-(4-methylisothiazol-5-yl)-3-isoquinolinyl]-2-cyano-cyclopropanecarboxamide